4-vinylbenzyl-phosphonic acid diethyl ester C(C)OP(OCC)(=O)CC1=CC=C(C=C1)C=C